tertbutyl (S)-4-(6-bromoquinazolin-4-yl)-3-methylpiperazine-1-carboxylate BrC=1C=C2C(=NC=NC2=CC1)N1[C@H](CN(CC1)C(=O)OC(C)(C)C)C